CC=1C=C2C=CC(=NC2=CC1)C=1C=C2CN(C(C2=CC1)=O)C1C(NC(CC1)=O)=O 3-[5-(6-methylquinolin-2-yl)-1-oxo-2,3-dihydro-1H-isoindol-2-yl]piperidine-2,6-dione